(E)-N-(2-(2,4-Dihydroxy-5-methoxybenzoyl)isoindolin-4-yl)-4-(dimethylamino)but-2-enamide OC1=C(C(=O)N2CC3=CC=CC(=C3C2)NC(\C=C\CN(C)C)=O)C=C(C(=C1)O)OC